1-(2-fluorophenyl)cyclobutane-1-ol FC1=C(C=CC=C1)C1(CCC1)O